N-(3-chloro-5-((2-hydroxyethyl)sulfonamido)phenyl)-5-(5-(3,3-difluoroazetidin-1-yl)pyridin-2-yl)-1-methyl-1H-pyrrole-3-carboxamide ClC=1C=C(C=C(C1)NS(=O)(=O)CCO)NC(=O)C1=CN(C(=C1)C1=NC=C(C=C1)N1CC(C1)(F)F)C